(4-(7-(2-(2-hydroxypropan-2-yl)pyridin-4-yl)furo[3,2-b]pyridin-2-yl)-2,6-dimethylphenyl)(morpholino)methanone OC(C)(C)C1=NC=CC(=C1)C1=C2C(=NC=C1)C=C(O2)C2=CC(=C(C(=C2)C)C(=O)N2CCOCC2)C